6-(3-((1-(2-methoxyphenyl)cyclopropyl)glycyl)-3,8-diazabicyclo[3.2.1]octan-8-yl)nicotinonitrile COC1=C(C=CC=C1)C1(CC1)NCC(=O)N1CC2CCC(C1)N2C2=NC=C(C#N)C=C2